C(C1=CC=CC=C1)C=1C2=C(C(N(C1)C)=O)NC(=C2)C(=O)NNCC 4-benzyl-N-ethylamino-6-methyl-7-oxo-6,7-dihydro-1H-pyrrolo[2,3-c]pyridine-2-carboxamide